C(C)C=1C(=CC=C2C=C(C=C(C12)C1=C(C=2N=C(N=C(C2C=N1)N1CC2(CC(NC2=O)=O)CCC1)OC[C@]12CCCN2C[C@@H](C1)F)F)O)F 7-(7-(8-ethyl-7-fluoro-3-hydroxynaphthalen-1-yl)-8-fluoro-2-(((2R,7aS)-2-fluorohexahydro-1H-pyrrolizin-7a-yl)methoxy)pyrido[4,3-d]pyrimidin-4-yl)-2,7-diazaspiro[4.5]decane-1,3-dione